O=C1OCC[C@@H]1NC(OCCCC)=O butyl N-[(3S)-2-oxotetrahydrofuran-3-yl]carbamate